CN1N=C(C=C1)NC1=CC(=C(C=N1)C(CC([2H])([2H])[2H])=O)NC1=NC=CC=2C=3C([C@H](N(C12)C)C)=NN(N3)C |r| (R/S)-1-(6-((1-methyl-1H-pyrazol-3-yl)amino)-4-((2,4,5-trimethyl-4,5-dihydro-2H-[1,2,3]triazolo[4,5-c][1,7]naphthyridin-6-yl)amino)pyridin-3-yl)propan-1-one-3,3,3-d3